N-(4-((S)-2-(2-Fluoro-4-methoxyphenyl)propyl)-6-(((R)-1-hydroxy-4-methylpentan-2-yl)amino)-1,3,5-triazin-2-yl)methanesulfonamide FC1=C(C=CC(=C1)OC)[C@H](CC1=NC(=NC(=N1)N[C@@H](CO)CC(C)C)NS(=O)(=O)C)C